C(=CC1=CC=CC=C1)C=1C=C(C=CC1)O 3-styryl-phenol